COC1=CC=C(CN(C=2C3=C(N=CN2)N(C=C3)[C@@H]3C[C@@H]([C@@H]2[C@H]3OC(O2)(C)C)COCC(=O)OC)C)C=C1 methyl 2-(((3aR,4R,6R,6aS)-6-(4-((4-methoxybenzyl)(methyl)amino)-7H-pyrrolo[2,3-d]pyrimidin-7-yl)-2,2-dimethyltetrahydro-4H-cyclopenta[d][1,3]dioxol-4-yl)methoxy)acetate